NC1=C(C=C(C(=N1)N1CCC2(CCC[C@H]2NC(OC(C)(C)C)=O)CC1)C(N)=O)I (R)-tert-butyl (8-(6-amino-3-carbamoyl-5-iodopyridin-2-yl)-8-azaspiro[4.5]decan-1-yl)carbamate